C(C)(C)(C)O[C@H]1[C@@H](C[C@H]2N(CCC3=CC(=C(C=C23)OC)OC2CC(C2)N(C)C)C1)O (2R,3R,11bR)-3-(tert-butoxy)-9-((1r,3R)-3-(dimethylamino)cyclobutoxy)-10-methoxy-1,3,4,6,7,11b-hexahydro-2H-pyrido[2,1-a]isoquinolin-2-ol